(R)-4-(2-azido-3-(2H-tetrazol-2-yl)propoxy)-2-fluorobenzoic acid methyl ester COC(C1=C(C=C(C=C1)OC[C@@H](CN1N=CN=N1)N=[N+]=[N-])F)=O